4-fluoro(phenylboronic acid) FC1=CC=C(C=C1)B(O)O